C(C(C)C)N(C(C(=O)OCC(F)(F)F)=O)CC1=NC=CC=C1 2,2,2-trifluoroethyl 2-[isobutyl (2-pyridylmethyl)amino]-2-oxo-acetate